amino-3-(4'-aminophenyl)-1,1,3-trimethylindane NC1C(C2=CC=CC=C2C1(C)C1=CC=C(C=C1)N)(C)C